Cl.CC=1C=C(C=CC1OC1=CC=2N(C=C1)N=CN2)NC=2C1=C(N=CN2)C=NC(=N1)N1[C@H](CNCC1)C N-(3-methyl-4-{[1,2,4]triazolo[1,5-a]pyridin-7-yloxy}phenyl)-6-[(2S)-2-methylpiperazin-1-yl]pyrimido[5,4-d][1,3]diazin-4-amine hydrochloride